N-(4-tertbutylbenzyl)-1,1-diphenylmethanimine-15N C(C)(C)(C)C1=CC=C(C[15N]=C(C2=CC=CC=C2)C2=CC=CC=C2)C=C1